C(C)(C)(C)OC(=O)N1C(C2=CC=C(C=C2C1=O)Br)COCC[Si](C)(C)C 5-bromo-3-oxo-1-{[2-(trimethylsilyl)ethoxy]methyl}-2,3-dihydro-1H-isoindole-2-carboxylic acid tert-butyl ester